2-(6-(1-((1R,3S,5S)-8-azabicyclo[3.2.1]oct-3-yl)ethenyl)pyridazin-3-yl)-5-(1H-pyrazol-4-yl)phenol [C@H]12CC(C[C@H](CC1)N2)C(=C)C2=CC=C(N=N2)C2=C(C=C(C=C2)C=2C=NNC2)O